FC1(CC2(C1)CC(N(CC2)C(=O)OC(C)(C)C)C2=CC=C(C=C2)C(C)(C)O)F tert-Butyl 2,2-difluoro-6-(4-(2-hydroxypropan-2-yl)phenyl)-7-azaspiro[3.5]nonane-7-carboxylate